2-(Isopropoxymethyl)-6-vinylquinoline C(C)(C)OCC1=NC2=CC=C(C=C2C=C1)C=C